1-(3-(methoxymethyl)-2,3-dihydrobenzo[b][1,4]dioxin-6-yl)ethan-1-one COCC1OC2=C(OC1)C=CC(=C2)C(C)=O